ClC=1N=C(NC1[C@H]1[C@H](CN(CC1)S(=O)(=O)CCC(=O)N1CC(C1)(C)O)C)C1=NC=C(C=C1)F 3-[[(3R,4R)-4-[4-Chloro-2-(5-fluoro-2-pyridyl)-1H-imidazol-5-yl]-3-methyl-1-piperidyl]sulfonyl]-1-(3-hydroxy-3-methyl-azetidin-1-yl)propan-1-one